[2H]C([2H])([2H])C([2H])([2H])C([2H])([2H])C([2H])([2H])O[2H] n-Butanol-d10